O\N=C(/N)\C1=CN=C(S1)N1C[C@H]2CC[C@@H](C1)N2C(=O)OC(C)(C)C tert-butyl (1R,5S)-3-(5-((Z)-N'-hydroxycarbamimidoyl)thiazol-2-yl)-3,8-diazabicyclo[3.2.1]octane-8-carboxylate